2-(4-Cyclopentyl-phenoxy)-N-(5,6-dimethoxy-benzothiazol-2-yl)-2-(4-ethanesulfonyl-phenyl)-acetamide C1(CCCC1)C1=CC=C(OC(C(=O)NC=2SC3=C(N2)C=C(C(=C3)OC)OC)C3=CC=C(C=C3)S(=O)(=O)CC)C=C1